2,4-diethylthiophenoxide C(C)C1=C([S-])C=CC(=C1)CC